methyl 5-(4-amino-2-bromo-5-fluorophenyl)pentanoate NC1=CC(=C(C=C1F)CCCCC(=O)OC)Br